NCCC(CCN)N 3-(2-Aminoethyl)-aminopropylamin